NC1=C(C=NN1CC1=CC(=CC=C1)F)C(=O)N1C[C@@]2(CCC1)C1=C(NC(O2)=O)C=CC(=C1F)Cl (R)-1'-(5-Amino-1-(3-fluorobenzyl)-1H-pyrazole-4-carbonyl)-6-chloro-5-fluorospiro[benzo[d][1,3]oxazine-4,3'-piperidin]-2(1H)-one